FC(C=1C(=C(C=CC1)[C@@H](C)NC=1C2=C(N=C(N1)C)C=NC(=C2)N2C[C@@H](NC(C2)=O)C(=O)O)F)F (2R)-4-[4-({(1R)-1-[3-(difluoromethyl)-2-fluorophenyl]ethyl}amino)-2-methylpyrido[3,4-d]pyrimidin-6-yl]-6-oxopiperazine-2-carboxylic acid